C(C1=CC=CC=C1)N1CC(CC1)NC(=O)NC1=C(C=CC=C1)OC 1-(1-benzylpyrrolidine-3-yl)-3-(2-methoxyphenyl)urea